C(C)(C)OC(C)(C)C=1N=C(SC1)NC(=O)C=1N(C=C(C1)C(=O)N)CC1=CC=NC=C1 N2-(4-(2-isopropoxypropan-2-yl)thiazol-2-yl)-1-(pyridin-4-ylmethyl)-1H-pyrrole-2,4-dicarboxamide